ClC1=CC2=C(C3(NC(C=4N2C=C(C4)Cl)=O)CC3)C=N1 2',9'-Dichlorospiro[cyclopropane-1,5'-pyrido[3,4-f]pyrrolo[1,2-a][1,4]diazepin]-7'(6'H)-one